(2-bromopyridin-3-yl)(1-ethyl-1H-pyrazol-4-yl)methanol BrC1=NC=CC=C1C(O)C=1C=NN(C1)CC